NC1=C2C(N(C(C2=CC=C1)=O)C1C(NC(CC1)=O)=O)=O Amino-2-(2,6-dioxopiperidin-3-yl)-2,3-dihydro-1H-isoindole-1,3-dione